NC(C(=O)O)C1=CC=C(C=C1)C1=CC(=CC=C1)C 2-amino-2-(3'-methyl-[1,1'-biphenyl]-4-yl)acetic acid